FC1=C(C(=O)NC2=CC(=NC=C2)O)C(=CC=C1C(F)(F)F)C1CCOC2=C(C=CC=C12)F 2-fluoro-N-(2-hydroxypyridin-4-yl)-3-(trifluoromethyl)-6-(8-fluorochroman-4-yl)benzamide